OC[C@]1(N2[C@H](C[C@](C1=O)(CC2)C)C(F)(F)F)COC (1S,2S,4R,6R)-2-(hydroxymethyl)-2-(methoxymethyl)-4-methyl-6-(trifluoromethyl)quinuclidin-3-one